CCCCCCCCCC/C=C\\CCCCCCCC(=O)[O-] The molecule is a unsaturated fatty acid anion that is the conjugate base of gadoleic acid, formed by deprotonation of the carboxylic acid group. It is an unsaturated fatty acid anion, an icosanoid anion and a long-chain fatty acid anion. It is a conjugate base of a gadoleic acid.